dimethylcarbamodithioic acid, [3,5-bis(1,1-dimethylethyl)-4-hydroxyphenyl]methyl ester CN(C(=S)SCC1=CC(=C(C(=C1)C(C)(C)C)O)C(C)(C)C)C